(S)-4-(5-(3-((2-((S)-3-carboxybutanoyl)-4-fluoro-6-methoxybenzo[b]thiophen-5-yl)oxy)propoxy)-6-methoxybenzo[b]thiophen-2-yl)-2-methyl-4-oxobutanoic acid C(=O)(O)[C@H](CC(=O)C1=CC2=C(S1)C=C(C(=C2F)OCCCOC2=CC1=C(SC(=C1)C(C[C@@H](C(=O)O)C)=O)C=C2OC)OC)C